(S)-N-(3,4-difluorophenyl)-1-(4-cyanopyridin-2-yl)-N-((R)-1-((3,3-difluorocyclobutyl)carbamoyl)-2,3-dihydro-1H-inden-1-yl)-5-oxopyrrole-2-carboxamide FC=1C=C(C=CC1F)N(C(=O)[C@H]1N(C(C=C1)=O)C1=NC=CC(=C1)C#N)[C@@]1(CCC2=CC=CC=C12)C(NC1CC(C1)(F)F)=O